N-(2-(4-((6-bromo-2-(2,6-dioxopiperidin-3-yl)-1,3-dioxoisoindolin-5-yl)methyl)piperazin-1-yl)ethyl)-4,9-dioxo-4,9-dihydronaphtho[2,3-b]furan-2-carboxamide BrC1=C(C=C2C(N(C(C2=C1)=O)C1C(NC(CC1)=O)=O)=O)CN1CCN(CC1)CCNC(=O)C1=CC2=C(O1)C(C1=CC=CC=C1C2=O)=O